NNC(=O)NN Carbazid